(R)-2-(4-(4-(difluoromethyl)pyrazolo[1,5-a]pyridin-2-yl)-1,4,6,7-tetrahydro-5H-imidazo[4,5-c]pyridin-5-yl)-5-(2-methylpyridin-3-yl)-1,3,4-oxadiazole FC(C=1C=2N(C=CC1)N=C(C2)[C@@H]2N(CCC1=C2N=CN1)C=1OC(=NN1)C=1C(=NC=CC1)C)F